methyl 5-[(3-chloro-4-methoxy-benzoyl)amino]-2-[(4-methoxy-phenyl)-methyl]pyrazole-3-carboxylate ClC=1C=C(C(=O)NC=2C=C(N(N2)CC2=CC=C(C=C2)OC)C(=O)OC)C=CC1OC